(3S)-N-[3-[2-(3,6-dihydro-2H-pyran-4-yl)-6-[[(2R)-2-hydroxypropyl]amino]pyridin-4-yl]-4-methylphenyl]-3-(2,2,2-trifluoroethyl)pyrrolidine-1-carboxamide O1CCC(=CC1)C1=NC(=CC(=C1)C=1C=C(C=CC1C)NC(=O)N1C[C@@H](CC1)CC(F)(F)F)NC[C@@H](C)O